([1,1':4',1'']terphenyl-4-yl)-{4-(3-phenylnaphthalen-1-yl)phenyl}-[1,1':2',1'']terphenyl-4'-yl-amine C1(=CC=C(C=C1)N(C=1C=C(C(=CC1)C1=CC=CC=C1)C1=CC=CC=C1)C1=CC=C(C=C1)C1=CC(=CC2=CC=CC=C12)C1=CC=CC=C1)C1=CC=C(C=C1)C1=CC=CC=C1